FC(COC=1C(=NC(=NC1)N)SC)F 5-(2,2-difluoroethoxy)-4-methylsulfanyl-pyrimidin-2-amine